6,6-dimethyl-1,4,9-trioxadispiro[4.2.48.25]tetradecan-12-ol CC1(C2(OCCO2)CCC2(C1)OCCC2O)C